ClN(NC1=CC=C(C=C1)C(C(F)(F)F)(C(F)(F)F)F)Cl dichloro-4-(perfluoropropan-2-yl)phenylhydrazine